N-(3-(imidazo[1,2-b]pyridazin-6-yl)-1H-pyrrolo[2,3-b]pyridin-5-yl)-1-methylpiperidine-4-carboxamide N=1C=CN2N=C(C=CC21)C2=CNC1=NC=C(C=C12)NC(=O)C1CCN(CC1)C